2,2-bis(hydroxymethyl)-acetic acid OCC(C(=O)O)CO